C1CC(C2=C(C1)C=CC(=C2)N)O 7-amino-1,2,3,4-tetrahydronaphthol